NC1=CC(=C(C=C1)C=1C(=C(NC1CC)C(=O)N)C1=CC(=C(C=C1)C(NCC1(CC1)F)=O)OC)C 4-(4-amino-2-methylphenyl)-5-ethyl-3-(4-(((1-fluorocyclopropyl)methyl)carbamoyl)-3-methoxyphenyl)-1H-pyrrole-2-carboxamide